Methyl (S)-3-(2-hydroxy-1-(4-(5-methyl-2-((1-methyl-1H-pyrazol-5-yl)amino)pyrimidin-4-yl)oxazole-2-carboxamido)ethyl)benzoate OC[C@@H](NC(=O)C=1OC=C(N1)C1=NC(=NC=C1C)NC1=CC=NN1C)C=1C=C(C(=O)OC)C=CC1